C(C)C1=C(C(=C(C(=O)O)OC)CCCCCC)C=CC=C1.C(C)C(COC(C=CC1=CC=C(C=C1)OC)=O)CCCC 4-methoxycinnamic acid 2-ethylhexyl ester (Ethylhexyl Methoxycinnamate)